N=1N=C(N2C1C=CC=C2)C=2C(=NN(C2C(=O)O)C=2SC(=C(N2)C2=CC(=C(C=C2)Cl)Cl)SC(C)C)C 4-([1,2,4]triazolo[4,3-a]pyridin-3-yl)-1-(4-(3,4-dichlorophenyl)-5-(isopropylthio)thiazol-2-yl)-3-methyl-1H-pyrazole-5-carboxylic acid